ClC=1C=CC(=C(C1)C1=CC(=C(N=N1)SCCO)NC1=CC(=NC=C1)NC(CN1CCNCCC1)=O)F N-(4-{[6-(5-chloro-2-fluorophenyl)-3-[(2-hydroxyethyl)sulfanyl]pyridazin-4-yl]amino}pyridin-2-yl)-2-(1,4-diazepan-1-yl)acetamide